dimethyltaurate NC(C)(C)CS(=O)(=O)[O-]